5-bromo-6-((((1R,5R,6R)-2,2-difluorobicyclo[3.1.0]hexane-6-yl)methyl)amino)-N-methylpyridine-3-sulfonamide BrC=1C=C(C=NC1NC[C@@H]1[C@H]2CCC([C@@H]12)(F)F)S(=O)(=O)NC